C(#N)N=S(=O)(NC(NC1=C2CCCC2=CC=2CCCC12)=O)\C=C\[C@]1(N(CCC1)C)C (E)-N'-cyano-2-((S)-1,2-dimethylpyrrolidin-2-yl)-N-((1,2,3,5,6,7-hexahydro-s-indacen-4-yl)carbamoyl)ethene-1-sulfonimidamide